CC1C(CC(CC1)C)C 1,2,4-Trimethyl-cyclohexane